N1CC(C1)OC1=C(C=CC=C1)C1=CC(=NO1)NC=1N=CC(=NC1)C#N 5-(5-(2-(azetidin-3-yloxy)phenyl)isoxazol-3-ylamino)pyrazine-2-carbonitrile